C(C)(C)(C)OC(=O)N1CC2CN(CC(C1)C2)C=2C=CC=1N(C2)N=C(N1)Cl 7-(2-chloro-[1,2,4]triazolo[1,5-a]pyridin-6-yl)-3,7-diazabicyclo[3.3.1]nonane-3-carboxylic acid tert-butyl ester